C(C1=CC=CC=C1)N1N=CC(=C1)C1CN(CCC1O)C(=O)OCC1=CC=CC=C1 benzyl 3-(1-benzyl pyrazol-4-yl)-4-hydroxy-piperidine-1-carboxylate